NC=1C=NC=CC1C(=O)NCC=1OC=CC1 3-amino-N-[(furan-2-yl)methyl]pyridine-4-carboxamide